6-[3-(3-methyloxetan-3-yl)-2-oxo-imidazolidin-1-yl]-N-(trideuteriomethyl)pyridazine-3-carboxamide CC1(COC1)N1C(N(CC1)C1=CC=C(N=N1)C(=O)NC([2H])([2H])[2H])=O